C(C)(C)C1=NC(=CC(=N1)NC1=NNC2=CC(=CC=C12)[C@@H]1C[C@@]12C(NC1=CC=C(C=C21)OC)=O)N2CCOCC2 (1R,2S)-2-(3-{[2-isopropyl-6-(morpholin-4-yl)pyrimidin-4-yl]amino}-1H-indazol-6-yl)-5'-methoxy-1'H-spiro[cyclopropane-1,3'-indol]-2'-one